N1N=CC=C1C#N pyrazole-5(1H)-carbonitrile